ClC1=C(C(=O)NC)C=CC(=C1)CNC1=NC=NC2=C1SC=1N=NC(=C(C12)C)C 2-chloro-4-[[(3,4-dimethylpyrimidino[4',5':4,5]thieno[2,3-c]pyridazin-8-yl)amino]methyl]-N-methyl-benzamide